4-((3,5-dicyclohexylphenyl)(2-(methylsulfonyl)ethyl)amino)benzoic acid C1(CCCCC1)C=1C=C(C=C(C1)C1CCCCC1)N(C1=CC=C(C(=O)O)C=C1)CCS(=O)(=O)C